CC(C)(C)OC(=O)NCC1CCC(CC1)C(=O)O (1r,4r)-4-{[(tert-butoxycarbonyl)amino]methyl}cyclohexane-1-carboxylic acid